4-(methylsulfonyl)picolinic acid CS(=O)(=O)C1=CC(=NC=C1)C(=O)O